Cl.Cl.C1NCC2C1CCC2C(CCN)N (octahydrocyclopenta[c]pyrrol-4-yl)propane-1,3-diamine dihydrochloride